NCCCCCNC1=C(C(=O)NC2=NC=C(C=C2)C)C=CC=C1 ((5-aminopentyl)amino)-N-(5-methylpyridin-2-yl)benzamide